O1CCC(CC1)C=1C=C(C=CC1)NC1=CC2=C(C=N1)C=C(N2)C2=CC(=NC=C2)C#N 4-(6-(3-(tetrahydro-2H-pyran-4-yl)phenylamino)-1H-pyrrolo[3,2-c]pyridin-2-yl)pyridinecarbonitrile